(R)-(3-(4-amino-(4-phenoxyphenyl)-1H-pyrazolo[3,4-d]pyrimidin-1-yl)piperidin-1-yl)-piperidin-4-yl-methanone NC1=C2C(=NC=N1)N(N=C2C2=CC=C(C=C2)OC2=CC=CC=C2)[C@H]2CN(CCC2)C(=O)C2CCNCC2